C(C)SSC1=NC=CC=C1 2-(ethyldisulfanyl)pyridine